butoxycarbonyl-(3S,4R)-3-hydroxy-4-fluoropiperidine C(CCC)OC(=O)N1C[C@@H]([C@@H](CC1)F)O